tert-butyl 3-(hydroxymethyl)-3-methylpiperidine-1-carboxylate OCC1(CN(CCC1)C(=O)OC(C)(C)C)C